C(C)(=O)OI(OC(C)=O)C1=CC=CC=C1 (diacetoxyiodo)Benzene